ClC=1N=CC2=C(N1)N(C(=C2)C(C)(C)O)C2=CC=CC(=N2)N=S(=O)(C)C ((6-(2-chloro-6-(2-hydroxyprop-2-yl)-7H-pyrrolo[2,3-d]pyrimidin-7-yl)pyridin-2-yl)imino)dimethyl-λ6-sulfanone